C1(=CC(=CC=C1)C(=O)N1CCCCCC1)C1=CC=CC=C1 [1,1'-biphenyl]-3-yl(hexahydro-1H-azepin-1-yl)-methanone